C(C)(C)(C)OC(=O)N1C[C@@H](CCC1)NC1=NN=C(C=2N1C(=NC2)C)C2=C(C=C(C=C2)C(F)(F)F)O (R)-3-((1-(2-hydroxy-4-(trifluoromethyl)phenyl)-6-methylimidazo[1,5-d][1,2,4]triazin-4-yl)amino)piperidine-1-carboxylic acid tert-butyl ester